N-(4-(4-amino-7-methyl-5-(4-((4-methylpyrimidin-2-yl)oxy)phenyl)-7H-pyrrolo[2,3-d]pyrimidin-6-yl)phenyl)methacrylamide NC=1C2=C(N=CN1)N(C(=C2C2=CC=C(C=C2)OC2=NC=CC(=N2)C)C2=CC=C(C=C2)NC(C(=C)C)=O)C